ethyl (R)-6-chloro-7-(2-(((3-chloropyridin-2-yl)oxy)methyl)pyrrolidin-1-yl)-1-(4-(ethylsulfonamido)phenyl)-4-oxo-1,4-dihydroquinoline-3-carboxylate ClC=1C=C2C(C(=CN(C2=CC1N1[C@H](CCC1)COC1=NC=CC=C1Cl)C1=CC=C(C=C1)NS(=O)(=O)CC)C(=O)OCC)=O